(R)-3-((1R,3R)-1-(5-fluoro-2-(2-((3-fluoropropyl)amino)ethoxy)-3-methylpyridin-4-yl)-3-methyl-1,3,4,9-tetrahydro-2H-pyrido[3,4-b]indol-2-yl)-2-methylpropionic acid FC=1C(=C(C(=NC1)OCCNCCCF)C)[C@H]1N([C@@H](CC2=C1NC1=CC=CC=C21)C)C[C@H](C(=O)O)C